ethyl 3-cyclopropyl-6-(3,4-dimethylphenyl)-4-oxo-4,5-dihydropyrazolo[1,5-a]pyrazine-2-carboxylate C1(CC1)C=1C(=NN2C1C(NC(=C2)C2=CC(=C(C=C2)C)C)=O)C(=O)OCC